(3R,4S)-4-allyl-3-aminopyrrolidine-1,3-dicarboxylic acid 3-benzyl 1-(tert-butyl) ester C(C)(C)(C)OC(=O)N1C[C@]([C@H](C1)CC=C)(C(=O)OCC1=CC=CC=C1)N